C(C)(C)S(=O)(=O)C1=CC=C(C=C1)C=1C=CC=NC1 5-(4-(isopropylsulfonyl)phenyl)pyridine